FC1=C(CC=2C=C3C(=NNC3=CC2)C=CC2=NC=CC=C2)C=C(C=C1)F 5-(2,5-difluorobenzyl)-3-(2-(pyridin-2-yl)vinyl)-1H-indazole